methoxyl-potassium salicylate C(C=1C(O)=CC=CC1)(=O)O.O(C)[K]